FC=1C=CC2=C([C@H](NS2(=O)=O)C2=CC=C(C=C2)OC)C1 (R)-5-fluoro-3-(4-methoxyphenyl)-2,3-dihydrobenzo[d]isothiazole 1,1-dioxide